(4E)-2-(1H-Indole-3-yl)-5-oxo-2-pyrroline N1C=C(C2=CC=CC=C12)C=1NC(CC1)=O